2-(7-((2S,5R)-2,5-diethyl-4-(1-(3-methylpyrazolo[1,5-a]pyridine-6-yl)ethyl)piperazin-1-yl)-4-methyl-5-oxo-4,5-dihydro-2H-pyrazolo[4,3-b]pyridine-2-yl)acetonitrile C(C)[C@@H]1N(C[C@H](N(C1)C(C)C=1C=CC=2N(C1)N=CC2C)CC)C=2C=1C(N(C(C2)=O)C)=CN(N1)CC#N